tert-butyl-2-[2-tert-butoxy-1-[(3-nitrophenyl)methyl]-2-oxo-ethyl]morpholine-4-carboxylate C(C)(C)(C)OC(=O)N1CC(OCC1)C(C(=O)OC(C)(C)C)CC1=CC(=CC=C1)[N+](=O)[O-]